CC1(OB(OC1(C)C)/C=C/CCCCCNC(OCCCC)=O)C butyl N-[(E)-7-(4,4,5,5-tetramethyl-1,3,2-dioxaborolan-2-yl)hept-6-enyl]carbamate